C1(CCC1)C=1N=CC2=C(N1)NC=C2C=2C=C1C(CNC(C1=CC2)=O)(C)C 6-(2-cyclobutyl-7H-pyrrolo[2,3-d]pyrimidin-5-yl)-4,4-dimethyl-3,4-dihydroisoquinolin-1(2H)-one